N1[C@@H](CCC1)COC1=NC=2CC3(CCC4=CC=CC=C34)CCC2C(=N1)N1CC2CCC(C1)N2C(=O)OC(C)(C)C tert-Butyl 3-[2-[[(2S)-pyrrolidin-2-yl]methoxy]spiro[6,8-dihydro-5H-quinazoline-7,1'-indane]-4-yl]-3,8-diazabicyclo[3.2.1]octane-8-carboxylate